N-(methylsulfonyl)-2-{4-[(propan-2-yl)(pyrazin-2-yl)amino]butoxy}acetamide CS(=O)(=O)NC(COCCCCN(C1=NC=CN=C1)C(C)C)=O